FC1=CC(=CC2=CN(N=C12)C1CCN(CC1)C)C=1C=C(C=2N(N1)C=C(N2)C)C 6-[7-fluoro-2-(1-methyl-4-piperidinyl)indazol-5-yl]-2,8-dimethyl-imidazo[1,2-b]pyridazine